OC1=C(C=CC=C1)C=1OC2=C(N1)C=CC(=C2)O 2-(2-hydroxyphenyl)benzo[d]oxazol-6-ol